N[C@@H]1[C@H](CC2=CC=CC=C12)O (1S,2S)-1-amino-2-indanol